Cl.FC1=C(C=CC=C1C[C@@H]1NCC([C@@H]1NS(=O)(=O)CC)(F)F)C1=CC(=CC=C1)F N-{(2S,3R)-2-[(2,3'-difluoro[1,1'-biphenyl]-3-yl)methyl]-4,4-difluoropyrrolidin-3-yl}ethanesulfonamide hydrochloride